triethoxy(3-((4-methoxyphenyl)sulfonyl)propyl)silane C(C)O[Si](CCCS(=O)(=O)C1=CC=C(C=C1)OC)(OCC)OCC